cyclohexyl 3-(methylsulfonyl)azetidine-1-carboxylate CS(=O)(=O)C1CN(C1)C(=O)OC1CCCCC1